N=1C=CN2C1C=CC=C2COC=2C(=CC(=NC2)OC)C(O)OC (5-(imidazo[1,2-a]pyridin-5-ylmethoxy)-2-methoxypyridin-4-yl)(methoxy)methanol